C(=O)(OC(C)(C)C)N([C@@H](CCCCN)C(=O)O)C(=O)OC(C)(C)C bis-boclysine